C(CCC\C=C/C\C=C/C\C=C/C\C=C/C\C=C/CC)S[C@@H](C(=O)O)CC (R)-2-((5Z,8Z,11Z,14Z,17Z)-eicosa-5,8,11,14,17-pentaenylthio)butanoic acid